NC1=NC(=NN2C1=NC=C2CC=2C=C(C(=NC2)N2CCN(CC2)C(CNC)=O)C)NC(CCC)CCC 1-(4-(5-((4-amino-2-(heptan-4-ylamino)imidazo[2,1-f][1,2,4]triazin-7-yl)methyl)-3-methylpyridin-2-yl)piperazin-1-yl)-2-(methylamino)ethan-1-one